(±)-Lysinate N[C@@H](CCCCN)C(=O)[O-] |r|